4-(3-(2-amino-[1,2,4]triazolo[1,5-a]pyridin-7-yl)-2-fluorophenoxy)-2,2-difluoro-1-phenylbutan-1-ol NC1=NN2C(C=C(C=C2)C=2C(=C(OCCC(C(O)C3=CC=CC=C3)(F)F)C=CC2)F)=N1